C1(=CC=CC=C1)CC(=O)[O-].[Na+] sodium phenylacetate